(R)-3-chloro-5-methyl-8-(1-methylpiperidin-3-yl)-5,6,7,8-tetrahydropyrazino[2,3-c]pyridazine ClC1=CC2=C(N=N1)N(CCN2C)[C@H]2CN(CCC2)C